ClC=1C=CC2=C(C(=NC3(CCCC3)C=3N2C=NC3C(=O)O)C3=C(C=CC=C3)F)C1 8-chloro-6-(2-fluorophenyl)spiro[benzo[f]imidazo[1,5-a][1,4]diazepine-4,1'-cyclopentane]-3-carboxylic acid